NC\C=C(\CS(=O)(=O)C1=C(OC=2C=C(C=CC2)S(=O)(=O)N(C)C)C=CC=C1)/F (Z)-3-(2-(4-amino-2-fluorobut-2-enylsulfonyl)phenoxy)-N,N-dimethylbenzene-sulfonamide